C(C1=CC=CC=C1)C1C=C(C1)NOC(C(=O)O)(C)C 2-(((3-benzylcyclobutenyl)amino)oxy)-2-methylpropanoic acid